NC1=NC=CC=C1C1=NC=2C(=NC(=CC2)C2=CC=C(C=C2)F)N1C1=CC=C(C=C1)C1CN(C1)C[C@@H]1CC[C@H](CC1)C(=O)O trans-4-[[3-[4-[2-(2-amino-3-pyridyl)-5-(4-fluorophenyl)imidazo[4,5-b]pyridin-3-yl]phenyl]azetidin-1-yl]methyl]cyclohexanecarboxylic acid